NC=1SC2=C(N1)C(=CC=C2)C2=C(C=C1C(=NC(=NC1=C2F)N2CC(C2)N2N=C(C=C2)C(=O)OCC)N2CCNCC2)Cl ethyl 1-[1-[7-(2-amino-1,3-benzothiazol-4-yl)-6-chloro-8-fluoro-4-piperazin-1-yl-quinazolin-2-yl]azetidin-3-yl]pyrazole-3-carboxylate